1-[2-(2-aminoethoxy)-5-chloropyridin-3-yl]-3-{2-chloro-7-cyclopropylpyrazolo[1,5-a]pyrimidin-6-yl}urea NCCOC1=NC=C(C=C1NC(=O)NC=1C=NC=2N(C1C1CC1)N=C(C2)Cl)Cl